4-[(1-(N-methyl-5-[(3-chloro-4-fluorophenyl)carbamoyl]-4H,5H,6H,7H-pyrazolo[1,5-a]pyrazine-3-amido)cyclopropyl)methyl]benzoic acid CN(C(=O)C=1C=NN2C1CN(CC2)C(NC2=CC(=C(C=C2)F)Cl)=O)C2(CC2)CC2=CC=C(C(=O)O)C=C2